Ethyl (E)-3-(6-chloropyridin-3-yl)-2-cyanobut-2-enoate ClC1=CC=C(C=N1)/C(=C(/C(=O)OCC)\C#N)/C